CC1=C(C=2N(C=C1C1=CC3=C(N(C(N3)=O)[C@H]3CN(CCC3)C)C=C1C(C)C)N=CN2)C (R)-5-(7,8-Dimethyl-[1,2,4]triazolo[1,5-a]pyridin-6-yl)-6-isopropyl-1-(1-methylpiperidin-3-yl)-1,3-dihydro-2H-benzo[d]imidazol-2-on